tributyl-[4-(2-ethylhexyl)-2-thiophenyl]stannane C(CCC)[Sn](C=1SC=C(C1)CC(CCCC)CC)(CCCC)CCCC